5-Benzindole C1C=CC2=CN=C3C(=C12)C=CC=C3